2-({[(tert-butoxy)carbonyl]Amino}methyl)-1-ethyl-6-methoxy-3-(2-methoxy-2-oxoethyl)-1H-1,3-benzodiazol-3-ium bromide [Br-].C(C)(C)(C)OC(=O)NCC1=[N+](C2=C(N1CC)C=C(C=C2)OC)CC(=O)OC